1-(2-(4'-Fluoro-2'-(4-methyl-4H-1,2,4-triazol-3-yl)-[1,1'-biphenyl]-3-yl)-7-(trifluoromethyl)benzo[d]oxazol-5-yl)-N-(oxetan-3-ylmethyl)methanamine FC1=CC(=C(C=C1)C1=CC(=CC=C1)C=1OC2=C(N1)C=C(C=C2C(F)(F)F)CNCC2COC2)C2=NN=CN2C